2-(1-(2-iodophenyl)ethyl)-4,5-dihydrooxazole IC1=C(C=CC=C1)C(C)C=1OCCN1